C(#N)C1(CC(C1)(CC)CC)NC(C)=O N-(1-cyano-3,3-diethylcyclobutyl)acetamide